4-[[3-fluoro-4-(3-hydroxyphenyl)phenyl]methyl]piperazin FC=1C=C(C=CC1C1=CC(=CC=C1)O)CN1CCNCC1